FC1=C2C(=CC(=CC2=CC=C1)O)O 5-fluoronaphthalene-2-ol-4-ol